N-benzyl-N-ethyl-2-(6-fluoro-5-methoxy-1H-indol-3-yl)ethan-1-amine C(C1=CC=CC=C1)N(CCC1=CNC2=CC(=C(C=C12)OC)F)CC